FC=1C(=C(C=CC1F)[C@H]1[C@@H](O[C@]([C@H]1C)(C(F)(F)F)C)C(=O)NC1=CC(=NC=C1)C(=O)N1OCCC1)OC |o1:8,9,11,12| rel-(2R,3S,4S,5R)-3-(3,4-difluoro-2-methoxyphenyl)-4,5-dimethyl-N-[2-(tetrahydroisoxazol-2-ylcarbonyl)pyridin-4-yl]-5-(trifluoromethyl)tetrahydrofuran-2-carboxamide